ClC1=CC=NC2=CC=C(C=C12)NC(=O)C=1C=NN(C1C(F)(F)F)C1=C2C=CNC(C2=CC=C1)=O N-(4-chloroquinolin-6-yl)-1-(1-oxo-1,2-dihydroisoquinolin-5-yl)-5-trifluoromethyl-1H-pyrazole-4-carboxamide